6-chloro-7-(5-methylpyrazin-2-yl)-1H-indole-3-sulphonyl chloride ClC1=CC=C2C(=CNC2=C1C1=NC=C(N=C1)C)S(=O)(=O)Cl